C1(=CC=CC=C1)P(=O)(C1=CC=CC=C1)CS(=O)(=O)NC(OC(C)(C)C)=O tert-butyl (((diphenylphosphoryl)methyl)sulfonyl)carbamate